4-((Z)-2-fluorovinyl)-1,2,5-oxadiazole-3-carboxamide F\C=C/C=1C(=NON1)C(=O)N